NC1=C2N=CN(C2=NC=N1)CC(=O)N1[C@@H](C[C@H](C1)F)C(=O)NC1=NC(=CC=C1)Br (2s,4r)-1-(2-(6-amino-9H-purin-9-yl)acetyl)-N-(6-bromopyridin-2-yl)-4-fluoropyrrolidine-2-carboxamide